C(#N)C1=C(C=CC(=C1)F)[C@H]([C@@H](C)C=1N(C(C(=C(N1)C(=O)NC=1C=NOC1)O)=O)C)C=1C=NN(C1)CC 2-((1S,2R)-1-(2-cyano-4-fluorophenyl)-1-(1-ethyl-1H-pyrazol-4-yl)propan-2-yl)-5-hydroxy-N-(isoxazol-4-yl)-1-methyl-6-oxo-1,6-dihydropyrimidine-4-carboxamide